sulfo-1,2,3-triazole S(=O)(=O)(O)C=1N=NNC1